Cl.NC(C(=O)N1CCN(CC1)C(=O)NC1=NC(N(C=C1)C1=CC=C(C=C1)CC(C)C12CNCC2C1C(=O)N)=O)(C)C (1-(4-(4-(4-(2-Amino-2-methylpropanoyl)piperazine-1-carboxamido)-2-oxopyrimidin-1(2H)-yl)phenyl)propan-2-yl)-3-azabicyclo[3.1.0]hexane-6-carboxamide Hydrochloride Salt